(11β,16α)-9-fluoro-11,17-dihydroxyl-16-methyl-21-{[4-O-(β-D-galactopyranosyl)-D-fructofuranosyl]oxy}pregna-1,4-diene-3,20-dione F[C@@]12[C@]3(C=CC(C=C3CC[C@H]1[C@@H]1C[C@H]([C@](C(COC3(CO)[C@@H](O)[C@H](O[C@H]4[C@H](O)[C@@H](O)[C@@H](O)[C@H](O4)CO)[C@H](O3)CO)=O)([C@]1(C[C@@H]2O)C)O)C)=O)C